(1S,2S)-2-(3-chlorophenyl)-N-(6-chloropyrimidin-4-yl)cyclopropane-1-carboxamide ClC=1C=C(C=CC1)[C@@H]1[C@H](C1)C(=O)NC1=NC=NC(=C1)Cl